7-(4-methylthiophen-2-yl)-8-oxo-3,4-dihydro-1H-pyrido[2,1-c][1,4]Oxazine-9-carboxamide CC=1C=C(SC1)C=1C(C(=C2COCCN2C1)C(=O)N)=O